ClC=1C(=C(C(=O)O)C=C(N1)C(C)(C)C1=CC=C(C=C1)C#C)OCCCl 2-chloro-3-(2-chloroethoxy)-6-(2-(4-ethynylphenyl)propan-2-yl)isonicotinic acid